OCCOC1=CC=C(C=C1)SC1=CC=C(C=C1)C(C(C)(N1CCOCC1)C)=O 1-[4-[4-(2-hydroxyethoxy)phenyl]sulfanylphenyl]-2-methyl-2-morpholino-propan-1-one